C(C)(=O)C1=CC=C(S1)C1=CC(=C2C=CC=NC2=C1)C1(CC1)NC(C1=C(C=CC(=C1)OC[C@H]1NCC1)C)=O (S)-N-(1-(7-(5-Acetylthiophen-2-yl)quinolin-5-yl)cyclopropyl)-5-(azetidin-2-ylmethoxy)-2-methylbenzamide